chlorodimethylvinylsilane Cl[SiH2]C=C(C)C